C(C=CCCCCCCCCCC=CCCCC)O 2,13-octadecadiene-1-ol